chlorine thulium [Tm].[Cl]